CO[C@H]1CCNC1 (3S,4S)-4-methoxypyrrolidin